rac-5-(aminomethyl)-5-(3-methyl-1,2-oxazol-4-yl)imidazolidine-2,4-dione hydrochloride rac-tert-butyl-{[4-(3-methyl-1,2-oxazol-4-yl)-2,5-dioxoimidazolidin-4-yl]methyl}carbamate C(C)(C)(C)N(C(O)=O)C[C@]1(NC(NC1=O)=O)C=1C(=NOC1)C.Cl.NC[C@@]1(C(NC(N1)=O)=O)C=1C(=NOC1)C |r|